C(C)(C)C1=NC(=CC2=C1N(C(N2C)=O)C)C=2C=CC=C1C=C(N=CC21)C=2C=CC(=NC2)C(=O)OC Methyl 5-(8-(4-isopropyl-1,3-dimethyl-2-oxo-2,3-dihydro-1H-imidazo[4,5-c]pyridin-6-yl)isoquinolin-3-yl)picolinate